C1(CCCCC1)CC1=C(C=C(COC2=CC=3C4=C(NC3C=C2)C(CC4)CC(=O)O)C=C1)C(F)(F)F 2-(7-(4-(cyclohexylmethyl)-3-(trifluoromethyl)benzyloxy)-1,2,3,4-tetrahydrocyclopenta[b]indol-3-yl)acetic acid